oxobis(1-methyl-2,1-ethylene)bis(3-amino-2-butenoic acid) O(CC(C)C(C(=O)O)=C(C)N)CC(C)C(C(=O)O)=C(C)N